N[C@H](C(=O)N1C=C(C2=CC(=CC=C12)OC)CCN(C)C)C(C)C (S)-2-amino-1-(3-(2-(dimethylamino)ethyl)-5-methoxy-1H-indol-1-yl)-3-methylbutan-1-one